1-(2-cyclobutylideneethyl)-N-((1S)-2-((4-(3,5-dimethyl-1H-pyrazol-4-yl)phenyl)amino)-1-(4-methylcyclohexyl)-2-oxoethyl)-1H-pyrazole-5-carboxamide C1(CCC1)=CCN1N=CC=C1C(=O)N[C@H](C(=O)NC1=CC=C(C=C1)C=1C(=NNC1C)C)C1CCC(CC1)C